1-[4'-(cyclopentyloxy)-2',3'-difluorophenyl]-4-(ethylsulfanyl)-2,3-difluorobenzene C1(CCCC1)OC1=C(C(=C(C=C1)C1=C(C(=C(C=C1)SCC)F)F)F)F